2,4-diethoxyterephthalaldehyde C(C)OC1=C(C=O)C=CC(C1)(C=O)OCC